CON(C(=O)[C@@H]1N(CCN(C1)C(=O)OCC1=CC=CC=C1)C(=O)OC(C)(C)C)C 4-benzyl 1-(tert-butyl) (R)-2-(methoxy(methyl)carbamoyl)piperazine-1,4-dicarboxylate